bis(triphenyl-phosphoranylidene)ammonium C1(=CC=CC=C1)P(C1=CC=CC=C1)(C1=CC=CC=C1)=[N+]=P(C1=CC=CC=C1)(C1=CC=CC=C1)C1=CC=CC=C1